Cl.CN(C(CNC(=O)NC1CC2=CC=CC=C2CC1)C1=CC=CC=C1)C 1-(2-(dimethylamino)-2-phenylethyl)-3-(1,2,3,4-tetrahydro-naphthalen-2-yl)urea hydrochloride